N-methyl-7-(trifluoromethyl)isochroman-4-amine hydrochloride Cl.CNC1COCC2=CC(=CC=C12)C(F)(F)F